3-[(3-dimethylaminopropyl)ethoxymethylsilyl]styrene CN(CCC[SiH](C=1C=C(C=C)C=CC1)COCC)C